C(C1=CC(=C(N)C=C1)Cl)C1=CC(=C(N)C=C1)Cl 4,4'-methylene-bis(2-chloroaniline)